[(3R,9aS)-3-(5-chloro-4-methyl-2-pyridyl)-3,4,6,7,9,9a-hexahydro-1H-pyrazino[2,1-c][1,4]oxazin-8-yl]-(2-chloro-3-methoxy-phenyl)methanone ClC=1C(=CC(=NC1)[C@H]1CN2[C@H](CO1)CN(CC2)C(=O)C2=C(C(=CC=C2)OC)Cl)C